C1(CC1)COC=1C(=NC(=NC1)NS(=O)(=O)C)C1=CN(C(C=2CCCCC12)=O)C N-[5-(cyclopropylmethoxy)-4-(2-methyl-1-oxo-5,6,7,8-tetrahydroisoquinolin-4-yl)pyrimidin-2-yl]methanesulfonamide